C(C)(=O)C1=C(C(=C(OCCCS(=O)(=O)C2=CC=C(C=C2)C(CCC(=O)O)=O)C=C1)CCC)O 4-[4-[3-(4-acetyl-3-hydroxy-2-propylphenoxy)propylsulfonyl]phenyl]-4-keto-butyric acid